3-(2-amino-4-methoxy-pyrimidin-5-yl)propan-1-ol NC1=NC=C(C(=N1)OC)CCCO